FC(C1=NN=C(O1)C1=CC(=C(CN2C(N(C3=C2C=CC(=C3)C3=CC(=CC=C3)F)C3CCN(CC3)C)=O)C=C1)F)F 1-(4-(5-(difluoromethyl)-1,3,4-oxadiazol-2-yl)-2-fluorobenzyl)-5-(3-fluorophenyl)-3-(1-methylpiperidin-4-yl)-1,3-dihydro-2H-benzo[d]imidazol-2-one